CNC(=O)C1C(CCC1)C(=O)NC(C1=CC=C(C=C1)C(C)C)C1=C(C=CC=C1)C N1-methyl-N2-[(2-methylphenyl)[4-(propan-2-yl)phenyl]methyl]cyclopentane-1,2-dicarboxamide